C(C)(C)(C)[S@](=O)NC(C(F)F)C1=CC=2N(N=C1)C=C(N2)[C@H](C2CCC(CC2)(F)F)NC(OC(C)(C)C)=O Tert-Butyl ((1S)-(7-(1-(((S)-tert-butylsulfinyl)amino)-2,2-difluoroethyl)imidazo[1,2-b]pyridazin-2-yl)(4,4-difluorocyclohexyl)methyl)carbamate